OC1=CC=C(C=C1)CO[Si](OC)(OC)CCCCCOC(=O)C1=CC=C(C=C1)O p-hydroxyphenyl-5-(p-hydroxyphenylcarbonyloxy)pentyltrimethoxysilane